C(#N)C1=C(C=C(C=C1)[C@H](C)NC(=O)C=1C(N(C2=C(N=C(C=C2C1N1CCN[C@H](CC1)C)C)C1CC1)C)=O)OC N-[(S)-1-(4-cyano-3-methoxyphenyl)ethyl]-4-[(S)-5-methyl-1,4-diazepan-1-yl]-8-cyclopropyl-1-methyl-6-methyl-2-oxo-1,2-dihydro-1,7-diaza-3-naphthamide